C(#N)C1(CC1)NS(=O)(=O)C1=C(C=C2C3=C(NC2=C1)N=CN=C3C=3CCN(CC3)C(=O)OC(C)(C)C)F tert-butyl 4-(7-(N-(1-cyanocyclopropyl) sulfamoyl)-6-fluoro-9H-pyrimido[4,5-b]indol-4-yl)-3,6-dihydropyridine-1(2H)-carboxylate